2-methoxy-4-(3,3,4,4,5,5,6,6,7,7,8,8,8-tridecafluorooctyl)-1,3-dioxolane COC1OCC(O1)CCC(C(C(C(C(C(F)(F)F)(F)F)(F)F)(F)F)(F)F)(F)F